C(CCOCCCCOCCCN)N 4,9-di-oxa-dodecane-1,12-diamine